COC1=CC=C(C=N1)C=1N=C(C2=C(N1)C=C(S2)/C=C/C(=O)N2CCN(CC2)C)N2CCOCC2 (E)-3-(2-(6-methoxy-3-pyridinyl)-4-morpholino-6-thieno[3,2-d]pyrimidinyl)-1-(4-methyl-1-piperazinyl)-2-propen-1-one